N[C@@H](C)C(=O)OC(CCCCCCCCCC)CCCCCCCCCC henicosan-11-yl alaninate